(S)-3-(8-(2,6-dichloro-4-fluorophenyl)-2H-chromen-5-yl)-2-(2,6-dichlorobenzoylamino)propionic acid ClC1=C(C(=CC(=C1)F)Cl)C=1C=CC(=C2C=CCOC12)C[C@@H](C(=O)O)NC(C1=C(C=CC=C1Cl)Cl)=O